3-p-Cymenol C1(=CC(=C(C=C1)C)O)C(C)C